7-(2-chloro-4-fluoro-5-methoxyphenyl)-3-(isoquinolin-4-yl)-6-methoxyquinazoline-2,4(1H,3H)-dione ClC1=C(C=C(C(=C1)F)OC)C1=C(C=C2C(N(C(NC2=C1)=O)C1=CN=CC2=CC=CC=C12)=O)OC